COC1=C(CN(C(OC(C)(C)C)=O)S(=O)(=O)C2=C(C=C(C=C2F)N2CC(CCC2)(C)N(C)C)F)C=CC(=C1)OC tert-butyl 2,4-dimethoxybenzyl((4-(3-(dimethylamino)-3-methylpiperidin-1-yl)-2,6-difluorophenyl)sulfonyl)carbamate